dicyclohexylsilyl trifluoromethanesulfonate FC(S(=O)(=O)O[SiH](C1CCCCC1)C1CCCCC1)(F)F